4-[[4-chloro-2-[3-[methyl-(2-methylpyrazolo[1,5-a]pyrimidin-6-yl)carbamoyl]phenyl]-5-(trifluoromethyl)pyrazol-3-yl]methoxy]benzoic acid ClC1=C(N(N=C1C(F)(F)F)C1=CC(=CC=C1)C(N(C=1C=NC=2N(C1)N=C(C2)C)C)=O)COC2=CC=C(C(=O)O)C=C2